P(=O)(O)(O)O.C1(CCCC1)[C@@H](CC#N)N1N=CC(=C1)C=1C2=C(N=CN1)NC=C2 (R)-3-cyclopentyl-3-[4-(7H-pyrrolo[2,3-d]pyrimidin-4-yl)-1H-pyrazol-1-yl]propionitrile phosphate